BrC=1C(=NC=CC1)NC(OC(C)(C)C)=O tert-butyl (3-bromopyridin-2-yl)carbamate